C(C)C1=CC(=NN1COCC[Si](C)(C)C)NC1=CC2=C(C(=NO2)N)C=C1OC N'-(5-ethyl-1-{[2-(trimethylsilyl)ethoxy]methyl}-1H-pyrazol-3-yl)-5-methoxy-1,2-benzoxazole-3,6-diamine